COC(CNC(=O)C1=CC=NC2=CC=C(C=C12)N1N=NC(=C1)C(=O)OCCCNC(=O)OC(C)(C)C)=O 3-(tert-Butoxycarbonylamino)propyl 1-(4-(2-methoxy-2-oxoethylcarbamoyl)quinolin-6-yl)-1H-1,2,3-triazole-4-carboxylate